2-[7-(acridin-9-ylamino)-heptyl]-isoindole-1,3-dione C1=CC=CC2=NC3=CC=CC=C3C(=C12)NCCCCCCCN1C(C2=CC=CC=C2C1=O)=O